The molecule is a tripeptide resulting from the formal condensation of the carboxy group of N(5)-[amino(sulfoamino)phosphoryl]-L-ornithine with the N-terminal amino group of L-alanyl-L-arginine. A toxin produced by cultured Pseudomonas syringae, the causal agent of halo blight disease in bean plants. It has a role as a bacterial metabolite, an antineoplastic agent and an EC 2.1.3.3 (ornithine carbamoyltransferase) inhibitor. It is a tripeptide and a member of guanidines. It derives from a sulfamic acid. C[C@@H](C(=O)N[C@@H](CCCN=C(N)N)C(=O)O)NC(=O)[C@H](CCCNP(=O)(N)NS(=O)(=O)O)N